CN1N=CC(=C1)C=1N=C(C=2N(C1)N=CC2)O[C@H]2CN(CC2)C(=O)OC(C)(C)C tert-butyl (3R)-3-[6-(1-methylpyrazol-4-yl)pyrazolo[1,5-a]pyrazin-4-yl]oxypyrrolidine-1-carboxylate